ClC=1C(=NC(=NC1C)C)N[C@@H](CC)C=1C(=NC=C(C1)B1OC(C(O1)(C)C)(C)C)OC (S)-5-chloro-N-(1-(2-methoxy-5-(4,4,5,5-tetramethyl-1,3,2-dioxaborolan-2-yl)pyridin-3-yl)propyl)-2,6-dimethylpyrimidin-4-amine